1-(2-((1H-pyrazolo[3,4-b]pyridin-5-yl)methyl)-2-azaspiro[3.3]heptan-6-yl)-3-(3-(trifluoromethyl)phenyl)urea N1N=CC=2C1=NC=C(C2)CN2CC1(C2)CC(C1)NC(=O)NC1=CC(=CC=C1)C(F)(F)F